F[B-](F)(F)F.[Rh+] rhodium(I) tetrafluoroborat